4-((7-(2-((5-bromo-3-ethyl-2,6-dioxo-3,6-dihydropyrimidin-1(2H)-yl)methyl)thieno[3,2-b]pyridin-7-yl)-5-chloro-1H-indol-1-yl)methyl)piperidine-4-carbonitrile BrC1=CN(C(N(C1=O)CC1=CC2=NC=CC(=C2S1)C=1C=C(C=C2C=CN(C12)CC1(CCNCC1)C#N)Cl)=O)CC